1-((S)-2-azido-3,3-dimethylbutanoyl)-4-hydroxy-N-((S)-1-(4-(4-methylthiazol-5-yl)phenyl)ethyl)pyrrolidine-2-carboxamide N(=[N+]=[N-])[C@H](C(=O)N1C(CC(C1)O)C(=O)N[C@@H](C)C1=CC=C(C=C1)C1=C(N=CS1)C)C(C)(C)C